6,7-dihydro-5H-pyrazolo[5,1-b][1,3]oxazine-2-carbaldehyde N1=C(C=C2OCCCN21)C=O